C1(=CC1)CCC(=O)[O-].[Na+] sodium 3-(cycloprop-1-en-1-yl)propanoate